OC(C(C)=O)C1=C(C=CC=C1)OC 1-hydroxy-1-(2-methoxyphenyl)propan-2-one